FS(C1=CC=C(OC2=NC=CC=C2C=2C=CC3=C(N(C=N3)CCO)C2)C=C1)(F)(F)(F)F 2-(6-(2-(4-(pentafluoro-λ6-sulfaneyl)phenoxy)pyridin-3-yl)-1H-benzo[d]imidazol-1-yl)ethan-1-ol